C(CCCCCCCCCCC)C1=CC=C(C(=O)C=2C(OC3=CC(=CC(=C3C2)OC)OC)=O)C=C1 3-(4-dodecylbenzoyl)-5,7-dimethoxycoumarin